C(C)(C)NC1=NC2=CC(=CC=C2C=C1)OCC1C(C(CO1)O)O 5-(((2-(isopropylamino)quinolin-7-yl)oxy)methyl)tetrahydrofuran-3,4-diol